C(C=C)OC=1C=C(C=C(C=O)C1)C=O 5-(allyloxy)isophthalaldehyde